1-[[7-[8-ethyl-7-fluoro-3-(methoxymethoxy)-1-naphthyl]-8-fluoro-5-[(3R)-3-hydroxy-3-methyl-1-piperidyl]pyrido[4,3-d]pyrimidin-2-yl]oxymethyl]cyclopropanecarbaldehyde C(C)C=1C(=CC=C2C=C(C=C(C12)C1=C(C=2N=C(N=CC2C(=N1)N1C[C@](CCC1)(C)O)OCC1(CC1)C=O)F)OCOC)F